o-Xylylene Diisocyanate C=1(C(=CC=CC1)CN=C=O)CN=C=O